8-(1-((2-(2-((tert-butyldimethylsilyl)oxy)acetyl)phenyl)amino)ethyl)-3,6-dimethyl-2-morpholinoquinazolin-4(3H)-one [Si](C)(C)(C(C)(C)C)OCC(=O)C1=C(C=CC=C1)NC(C)C=1C=C(C=C2C(N(C(=NC12)N1CCOCC1)C)=O)C